mono-hydroxyanthracene OC1=CC=CC2=CC3=CC=CC=C3C=C12